1-(1-(2-chloro-3-fluoropyridin-4-yl)-1H-1,2,3-triazol-5-yl)ethan-1-ol ClC1=NC=CC(=C1F)N1N=NC=C1C(C)O